tert-Butyl (1-(4-(4-(4-(2-((tert-butoxycarbonyl)amino)-2-methylpropanoyl)-3-ethylpiperazine-1-carboxamido)-2-oxopyrimidin-1(2H)-yl)benzyl)piperidin-4-yl)carbamate C(C)(C)(C)OC(=O)NC(C(=O)N1C(CN(CC1)C(=O)NC1=NC(N(C=C1)C1=CC=C(CN2CCC(CC2)NC(OC(C)(C)C)=O)C=C1)=O)CC)(C)C